C(C(C)C)N1C2(CN(C2=O)CC2=CC=C(C=C2)OC)CC(C1C1=CC=CC=C1)(C#N)C 5-isobutyl-2-(4-methoxybenzyl)-7-methyl-1-oxo-6-phenyl-2,5-diazaspiro[3.4]octane-7-carbonitrile